COC=1C=C(C=C(C1OC)C1=CC=CC=C1)[C@H](CC(=O)O)NC(=O)NC=1C(N(C=C(C1O)C)C)=O (S)-3-(5,6-dimethoxybiphenyl-3-yl)-3-(3-(4-hydroxy-1,5-dimethyl-2-oxo-1,2-dihydropyridin-3-yl)ureido)propionic acid